NC1=NC=C(C=C1O[C@@H](C)C=1C=C(C=CC1)NC(C1=CN=CC(=C1)Cl)=O)Cl (S)-N-(3-(1-((2-amino-5-chloropyridin-3-yl)oxy)ethyl)-phenyl)-5-chloronicotinamide